(R)-6-amino-1,4-oxazepan-6-carboxylic acid tert-butyl ester C(C)(C)(C)OC(=O)[C@]1(CNCCOC1)N